O=C1NC(CCC1C1=NN(C2=CC(=C(C=C12)F)C1CCN(CC1)CC1CCN(CC1)C(=O)OC(C)(C)C)C)=O tert-butyl 4-((4-(3-(2,6-dioxopiperidin-3-yl)-5-fluoro-1-methyl-1H-indazol-6-yl)piperidin-1-yl)methyl)piperidine-1-carboxylate